2,6-diisopropylphenyl 4-((2-(4-methylpiperazin-1-yl)ethyl)amino)-4-oxobutanoate CN1CCN(CC1)CCNC(CCC(=O)OC1=C(C=CC=C1C(C)C)C(C)C)=O